Tert-butyl (4-(S-methylsulfonimidoyl)phenyl)carbamate CS(=O)(=N)C1=CC=C(C=C1)NC(OC(C)(C)C)=O